N=C1N=CC(=C2C1=CC=CC=C2)C#N iminocyclohepta[c]pyridine-4-carbonitrile